FC(C1=C(C=CC(=C1)C1=C(C(=O)N)C=CC(=C1)N)C1=C(C=C(C=C1)C1=C(C(=O)N)C=CC(=C1)N)C(F)(F)F)(F)F [2,2'-bis(trifluoromethyl)-[1,1'-biphenyl]-4,4'-diyl]bis[4-aminobenzamide]